(S)-(+)-glycidyl benzyl ether C1C(O1)COCC2=CC=CC=C2